3-(2-(2-methoxyethoxy)ethoxy)benzamide COCCOCCOC=1C=C(C(=O)N)C=CC1